(4-bromophenyl)ethylamine BrC1=CC=C(C=C1)CCN